chloroacetyl-chloro-cyclopropane ClCC(=O)C1(CC1)Cl